COC(C(CCN1CCN(CC1)C1=NC=C(C=N1)OC1=NC(=CC(=C1)CN1CCC(CC1)CNC(C)=O)C1=CC(=CC(=C1)Cl)Cl)C)=O methyl-4-(4-(5-((4-((4-(acetamidomethyl)piperidin-1-yl)methyl)-6-(3,5-dichlorophenyl)pyridin-2-yl)oxy)pyrimidin-2-yl)piperazin-1-yl)-2-methylbutanoate